O=C(CC(=O)O)NCC1=CC=NC=C1 3-oxo-3-((pyridin-4-ylmethyl)amino)propionic acid